C12CN(CC2C1)C1=CC=C(C(=N1)CC#N)CN1N=CC(=C1)C(=O)OCC ethyl 1-[(6-{3-azabicyclo[3.1.0]hexan-3-yl}-2-(cyanomethyl)pyridin-3-yl)methyl]-1H-pyrazole-4-carboxylate